N1CC=C(C12CCOCC2)C2=CC=1C(=NC=CC1NC=1C=CC3=C(N=CS3)C1)S2 N-(2-(8-oxa-1-azaspiro[4.5]dec-3-en-4-yl)thieno[2,3-b]pyridin-4-yl)benzo[d]thiazol-5-amine